ClC=1C=CC(=C(C1)C1=CC=NC=C1OC)N1N=NC(=C1)C(F)(F)F 4-(5-chloro-2-(4-(trifluoromethyl)-1H-1,2,3-triazol-1-yl)phenyl)-5-methoxypyridine